N1(NCCCCC1)CCC(C=CC=C)=C 1-(N-diazepanyl)-3-methylenehept-4,6-diene